ClC1=CC=C2C(=NC=NC2=C1)NCCC(C)C 7-chloro-N-isopentyl-quinazolin-4-amine